C(CCCCCCCCCCCCCCC)N1C(=C(C(C=C1)=O)OC(=O)C(C)(C)C)C#N N-hexadecyl-2-cyano-3-tert-butylcarbonyloxy-pyridin-4-one